(S)-2-((4-(methylsulfonyl)phenoxy)methyl)piperazine-1-carboxylic acid tert-butyl ester C(C)(C)(C)OC(=O)N1[C@@H](CNCC1)COC1=CC=C(C=C1)S(=O)(=O)C